N=C1C(C(N=NO1)=O)=O iminooxadiazinedi-one